5-((1-(tert-butoxycarbonyl)azetidin-3-yl)(methyl)amino)-6-methylpicolinic acid C(C)(C)(C)OC(=O)N1CC(C1)N(C=1C=CC(=NC1C)C(=O)O)C